NC1=CC=C(C=C1)N1C(C(CC1=O)=C)=O 1-(4-aminophenyl)-3-methylenepyrrolidine-2,5-dione